N1=C(C=CC=C1)NC(C1=CC=NC=C1)=O N-(pyridin-2-yl)isonicotinamide